4-(6-(4-morpholinophenyl)pyrazolo[1,5-a]pyrimidin-3-yl)benzoic acid O1CCN(CC1)C1=CC=C(C=C1)C=1C=NC=2N(C1)N=CC2C2=CC=C(C(=O)O)C=C2